1H-1,7-naphthyridine-5-carboxamide N1CC=CC=2C(=CN=CC12)C(=O)N